2-(3-hydroxybenzoyl)-6-(3-methoxybenzyl)-4-methyl-4,6-dihydro-5H-thiazolo[5',4':4,5]pyrrolo[2,3-d]pyridazin-5-one OC=1C=C(C(=O)C=2SC3=C(N(C=4C(N(N=CC43)CC4=CC(=CC=C4)OC)=O)C)N2)C=CC1